2'-(Cyclopropylmethyl)-N-[(2R)-1,4-dioxan-2-ylmethyl]-8'-methyl-2',5'-dihydrospiro[cyclopropan-1,4'-furo[2,3-g]indazol]-7'-carboxamid C1(CC1)CN1N=C2C3=C(CC4(C2=C1)CC4)OC(=C3C)C(=O)NC[C@H]3OCCOC3